2-(8-Fluoro-6-(5-fluoro-2-((5-(piperazin-1-yl)pyridin-2-yl)amino)pyrimidin-4-yl)quinolin-4-yl)propan-2-ol FC=1C=C(C=C2C(=CC=NC12)C(C)(C)O)C1=NC(=NC=C1F)NC1=NC=C(C=C1)N1CCNCC1